C1(=CC=CC=C1)[SiH](O[Si](C)(C)O[SiH](C)C)O[SiH](C)C phenyl-(dimethylsilyloxy)[(dimethylsiloxy)dimethylsiloxy]silane